2,4,4-trimethylcyclohexan-1-amine CC1C(CCC(C1)(C)C)N